CN1CCN(CC1)C=1C=C(C(=O)N[C@H](C)C2=CC=CC3=CC=CC=C23)C=CC1 3-(4-Methylpiperazin-1-yl)-N-[(1R)-1-(1-naphthyl)ethyl]benzamide